methyl (2S)-2-(6-methoxy-2-naphthyl)propionate COC=1C=C2C=CC(=CC2=CC1)[C@@H](C(=O)OC)C